2-(4-cyclopropyl-6-methoxypyrimidin-5-yl)-8-({2-fluoro-4-[1-methyl-4-(trifluoromethyl)imidazol-2-yl]phenyl}methyl)pyrido[2,3-d]pyrimidin-7-one C1(CC1)C1=NC=NC(=C1C=1N=CC2=C(N1)N(C(C=C2)=O)CC2=C(C=C(C=C2)C=2N(C=C(N2)C(F)(F)F)C)F)OC